2-ethylpiperidine C(C)C1NCCCC1